lauramide sulfate S(=O)(=O)(O)O.C(CCCCCCCCCCC)(=O)N